FC=1C=C(C=CC1OCCC)C#CC1=CC=C(N)C=C1 4-((3-fluoro-4-propoxyphenyl)ethynyl)aniline